C(CC)C(C(C(=O)O)C(C)C)(C(=O)O)CCC.C(C)OC(C(C(C(=O)OCC)CCCCCC)(CCCCCC)C#N)=O 2-cyano-2,3-di-hexylbutanedioic acid diethyl ester Di-n-propyl-isopropyl-succinate